4-amino-N,1-dimethyl-N-((5S)-2-(trifluoromethyl)-6,7-dihydro-5H-cyclopenta[b]pyridin-5-yl)-1H-pyrazolo-[4,3-c]quinoline-8-carboxamide NC1=NC=2C=CC(=CC2C2=C1C=NN2C)C(=O)N([C@H]2CCC1=NC(=CC=C12)C(F)(F)F)C